[Cl-].CN1CN(C=C1)CCC[Si](OC)(OC)OC 1-methyl-3-(trimethoxysilylpropyl)-imidazole chloride